Dimethyl-(4-(prop-2-yn-1-ylamino)-3-(trifluoromethyl)phenyl)phosphine oxide CP(C1=CC(=C(C=C1)NCC#C)C(F)(F)F)(C)=O